CC(=O)N[C@@H]1[C@H]([C@H]([C@H](O[C@@H]1O[C@H]([C@H](CO)NC(=O)C)[C@H]([C@@H](CO)O)O)CO)O)O The molecule is a glycosyl alditol derivative that is N-acetyl-D-galactosaminitol in which the hydroxy group at position 3 has been converted into the corresponding 2-acetamido-2-deoxy-alpha-D-galactopyranosyl derivative. It derives from a N-acetyl-D-galactosaminitol and a N-acetyl-alpha-D-galactosamine.